COC=1C=C(C=C(C1OC)OC)C=1NC(=NN1)SCC1=NN=C(O1)S 5-(((5-(3,4,5-trimethoxyphenyl)-4H-1,2,4-triazol-3-yl)thio)methyl)-1,3,4-oxadiazol-2-thiol